2-[4-((3S)-3-piperidyl)phenyl]-2H-indazole-7-formamide N1C[C@@H](CCC1)C1=CC=C(C=C1)N1N=C2C(=CC=CC2=C1)C(=O)N